C(CCCCCCCCCCCCCCCCCCC)O.[C] carbon icosanol